(R)-5-{4-[4-(5-cyclopropyl-3-methylpyridin-2-yl)piperazine-1-carbonyl]-2-fluorophenyl}-5-methylimidazolidine-2,4-dione C1(CC1)C=1C=C(C(=NC1)N1CCN(CC1)C(=O)C1=CC(=C(C=C1)[C@@]1(C(NC(N1)=O)=O)C)F)C